N1=CC=CC=2CN(C(=CC12)C(=O)[O-])C(=O)[O-] [1,6]naphthyridine-6,7-dicarboxylate